tert-butyl ((S)-1-(7-((S)-1-(1,3-dioxoisoindolin-2-yl)-2-methoxyethyl)imidazo[1,2-b]pyridazin-2-yl)-5,5,5-trifluoro-4,4-dimethylpentyl)carbamate O=C1N(C(C2=CC=CC=C12)=O)[C@H](COC)C1=CC=2N(N=C1)C=C(N2)[C@H](CCC(C(F)(F)F)(C)C)NC(OC(C)(C)C)=O